[2-[(1S)-2-[tert-butyl(dimethyl)silyl]oxy-1-methyl-ethyl]-5-methyl-pyrazol-3-yl]methanol [Si](C)(C)(C(C)(C)C)OC[C@H](C)N1N=C(C=C1CO)C